(±)-(4aR,13bS)-4-(4-(tert-butyl)benzyl)-10,11-dichloro-1,2,3,4,4a,5,6,13b-octahydro-8H-[1,6]naphthyridino[5,6-b]quinazolin-8-one C(C)(C)(C)C1=CC=C(CN2CCC[C@H]3[C@H]2CCN2C3=NC3=CC(=C(C=C3C2=O)Cl)Cl)C=C1 |r|